2-tert-butylthio-5-oxo-5,7,8,9-tetrahydro-6H-pyrimido[5,4-c]azepine C(C)(C)(C)SC=1N=CC=2C(NCCCC2N1)=O